(rac)-(6-(2,3-dihydrobenzofuran-6-yl)-2-azaspiro[3.4]oct-2-yl)((1s,3s)-3-hydroxy-3-methylcyclobutyl)methanone O1CCC2=C1C=C(C=C2)[C@H]2CC1(CN(C1)C(=O)C1CC(C1)(C)O)CC2 |r|